N[C@H](C(=O)NS(N(CCCCCCOCCOCCN)C[C@H]1O[C@H]([C@@H]([C@@H]1O)O)N1C2=NC=NC(=C2N=C1)N)(=O)=O)CC1=CC=CC=C1 (S)-2-amino-N-(N-(((2R,3S,4R,5R)-5-(6-amino-9H-purin-9-yl)-3,4-dihydroxytetrahydrofuran-2-yl)methyl)-N-(6-(2-(2-aminoethoxy)ethoxy)hexyl)sulfamoyl)-3-phenylpropanamide